2-(2-methyl-2H-tetrazol-5-yl)-5-(4,4,5,5-tetramethyl-1,3,2-dioxaborolan-2-yl)pyridine CN1N=C(N=N1)C1=NC=C(C=C1)B1OC(C(O1)(C)C)(C)C